ClC1=C(C=CC=C1)NCC(=O)Cl (2-chlorophenyl)glycinyl chloride